BrC1=C(C=CC=C1)S(=O)(=O)N 2-bromobenzenesulfonamide